[Na].[Si] Silicon-sodium